OCC(C)(C)NC1=NC(=C(C(=O)NC2=CC(=CC=C2)S(=O)(=O)C(C(F)(F)F)(C)C)C=C1)N1CCC2(CC2)CC1 6-((1-hydroxy-2-methylpropan-2-yl)amino)-2-(6-azaspiro[2.5]octan-6-yl)-N-(3-((1,1,1-trifluoro-2-methylpropan-2-yl)sulfonyl)phenyl)nicotinamide